C1(=CC=CC2=NC3=CC=CC=C3C=C12)C([O-])=S acridinethioate